7-methyl-4-(5-(4-(pyrrolidine-1-carbonyl)phenyl)pyridin-3-yl)-8,9-dihydropyrido[3',2':4,5]pyrrolo[1,2-a]pyrazin-6(7H)-one CN1C(C=2N(CC1)C1=C(C2)C(=CC=N1)C=1C=NC=C(C1)C1=CC=C(C=C1)C(=O)N1CCCC1)=O